3,4-dihydro-2H-picoline N1C(CCC=C1)C